CC(CN1C=2C(C(=O)OC1=O)=CC=CC2)=C N-(2-methyl)allylisatoic anhydride